C(=C)C1=CC=CC2=CC=CC(=C12)C=C 1,8-divinyl-naphthalene